ClC=1C(=C2N=C(N=C3C2=C(CC[C@@H]2[C@@H]4CC[C@H](CN32)N4C(=O)OC(C)(C)C)N1)SCC)F tert-butyl (5aR,6S,9R)-2-chloro-12-(ethylthio)-1-fluoro-4,5,5a,6,7,8,9,10-octahydro-3,10a,11,13,14-pentaaza-6,9-methanonaphtho[1,8-ab]heptalene-14-carboxylate